FC=1C=C(C=CC1)SSC methyl (3-fluorophenyl) disulfide